FC1=CC(=NC=C1)C=1NC2=CC=C(C=C2C1C)CNC(=O)C=1C(=NC=NC1)C N-[[2-(4-fluoro-2-pyridinyl)-3-methyl-1H-indol-5-yl]methyl]-4-methyl-pyrimidine-5-carboxamide